2-ethoxy-6-methyl-N-(3-(4'-(trifluoromethoxy)-[1,1'-biphenyl]-4-yl)propyl)thieno[2,3-d]pyrimidin-4-amine C(C)OC=1N=C(C2=C(N1)SC(=C2)C)NCCCC2=CC=C(C=C2)C2=CC=C(C=C2)OC(F)(F)F